C(C)(C)(C)OC(NCC1=CC=C(C=C1)C=1N=C(N2N=CN=C(C21)N)C(C)C)=O (4-(4-amino-7-isopropylimidazo[5,1-f][1,2,4]triazin-5-yl)benzyl)carbamic acid tert-butyl ester